6-(2-(((S)-2-fluorobutyl)amino)-4-(((1r,4S)-4-hydroxycyclohexyl)amino)pyrimidin-5-yl)nicotinaldehyde F[C@H](CNC1=NC=C(C(=N1)NC1CCC(CC1)O)C1=NC=C(C=O)C=C1)CC